[Cl-].CC(CCCCCCCCCC)[NH3+] 2-dodecyl-ammonium chloride